(S)-2-amino-4-(2-(dimethylamino)phenyl)-4-oxobutanoic acid N[C@H](C(=O)O)CC(=O)C1=C(C=CC=C1)N(C)C